C(C)(C)(C)OC(=O)[C@](C(=O)O)(CCCCC(=O)OC(C)(C)C)N R-2,6-di-tert-butoxycarbonyl-aminocaproic acid